ClCC(=O)N1CC=2N=C(SC2C1)C=1C(=C(C=CC1)C1=C(C(=CC=C1)C=1OC2=C(N1)C=C(C=C2C#N)C=O)C)C 2-(3'-(5-(2-chloroacetyl)-5,6-dihydro-4H-pyrrolo[3,4-d]thiazol-2-yl)-2,2'-dimethylbiphenyl-3-yl)-5-formylbenzo[d]oxazole-7-carbonitrile